bis(tert-pentoxy)(iso-propoxy)silanol tetramethylenediacrylate C(C=CCCCCC=CC(=O)O)(=O)O.C(C)(C)(CC)O[Si](O)(OC(C)C)OC(C)(C)CC